(S)-N-((1H-tetrazol-5-yl)methyl)-5-(6-(tert-butylamino)-4-(trifluoromethyl)pyridin-3-yl)-4-(2-methylpyrrolidine-1-carbonyl)thiazole-2-carboxamide N1N=NN=C1CNC(=O)C=1SC(=C(N1)C(=O)N1[C@H](CCC1)C)C=1C=NC(=CC1C(F)(F)F)NC(C)(C)C